(R)-N-(1-cyclopropylethyl)-5-(imidazo[1,2-a]pyridin-6-yl)pyrrolo[2,1-f][1,2,4]triazin-2-amine C1(CC1)[C@@H](C)NC1=NN2C(C=N1)=C(C=C2)C=2C=CC=1N(C2)C=CN1